C(#N)C=1C=C(C=CC1)COC1=CC=C(C=C1)N1N=CC2=C1N=CN(C2=O)CC2(CCN(CC2)C(=O)N(C)C)O 4-[(1-{4-[(3-cyanophenyl)methoxy]phenyl}-4-oxo-1H,4H,5H-pyrazolo[3,4-d]pyrimidin-5-yl)methyl]-4-hydroxy-N,N-dimethylpiperidine-1-carboxamide